O=C1NC(CC[C@@H]1N1CC=C2N1C=CC=N2)=O (S)-N-(2,6-dioxopiperidin-3-yl)pyrazolo[1,5-a]pyrimidine